CCC[C@@H](C(=O)OCC)N[C@@H](C)C(=O)N1[C@H]2CCCC[C@H]2C[C@H]1C(=O)O.C(C[C@@H](C(=O)O)N)CN=C(N)N The molecule is an organoammonium salt obtained by combining perindopril with one molar equivalent of L-arginine. It has a role as an EC 3.4.15.1 (peptidyl-dipeptidase A) inhibitor and an antihypertensive agent. It contains a L-argininium(1+) and a perindopril(1-).